CC=1C=C(C=CC1OC1=CC2=C(N(C=N2)C)C=C1)NC=1C2=C(N=CN1)C=NC(=C2)OC2CC1CCC(C2)N1C(C=C)=O 1-(Exo-3-((4-((3-methyl-4-((1-methyl-1H-benzo[d]imidazol-5-yl)oxy)phenyl)amino)pyrido[3,4-d]pyrimidin-6-yl)oxy)-8-azabicyclo[3.2.1]oct-8-yl)prop-2-en-1-one